FC(OC1=C(C=CC=C1)S)(F)F 2-(trifluoromethoxy)-phenyl thiol